C1NCCC12CCN(CC2)CC2=CC=C(C=C2)N2C(=NC=1C2=NC(=CC1)C1=CC=CC=C1)C=1C(=NC=CC1)N 3-(3-(4-((2,8-diazaspiro[4.5]decan-8-yl)methyl)phenyl)-5-phenyl-3H-imidazo[4,5-b]pyridin-2-yl)pyridin-2-amine